C(C)(C)(C)OC(NC1(CCN(CC1)C1=NC(=C(N=C1CO[Si](C)(C)C(C)(C)C)C#N)Cl)C)=O (1-(3-(((tert-butyldimethylsilyl)oxy)methyl)-6-chloro-5-cyanopyrazin-2-yl)-4-methylpiperidin-4-yl)carbamic acid tert-butyl ester